N-(tert-butyl)-3-((2-((2-(dimethylphosphoryl)phenyl)amino)-5-methylpyrimidin-4-yl)amino)benzenesulfonamide C(C)(C)(C)NS(=O)(=O)C1=CC(=CC=C1)NC1=NC(=NC=C1C)NC1=C(C=CC=C1)P(=O)(C)C